tert-Butyl N-[(3R,5S)-1-(8-iodoquinolin-5-yl)-5-methylpiperidin-3-yl]carbamate IC=1C=CC(=C2C=CC=NC12)N1C[C@@H](C[C@@H](C1)C)NC(OC(C)(C)C)=O